[(1R)-2,2,3-trimethyl-3-cyclopenten-1-yl]-4-penten-2-ol CC1([C@H](CC=C1C)CC(CC=C)O)C